hexamethyldisilainine Lithium [Li].CC1=C(C(=C([Si](=[Si]1C)C)C)C)C